di(3-methyl-3-methoxybutyl)peroxydicarbonate CC(CCOC(=O)OOC(=O)OCCC(C)(OC)C)(C)OC